C(C)(=O)OC(C)(C)C tertiary butanol acetate